(7R)-2-{2-[1-(cyclopropylmethyl)-1H-indol-2-yl]-7-methoxy-1-{[1-(pyrimidine-2-carbonyl)azetidin-3-yl]methyl}-1H-1,3-benzodiazole-5-carbonyl}-2-azabicyclo[2.2.1]heptan-7-amine C1(CC1)CN1C(=CC2=CC=CC=C12)C1=NC2=C(N1CC1CN(C1)C(=O)C1=NC=CC=N1)C(=CC(=C2)C(=O)N2C1CCC(C2)[C@H]1N)OC